COC(=O)C=1C=C(C2=C(N=C3N2CCC[C@H]3O)C1)Br (R)-9-bromo-4-hydroxy-1,2,3,4-tetrahydrobenzo[4,5]imidazo[1,2-a]pyridine-7-carboxylic acid methyl ester